(terphenylyl)(dimethylfluorenyl)(diphenylfluorenyl)(terphenylyl)(dimethylfluorenyl)(diphenylfluorenyl)amine C1(=C(C=CC=C1)C=1C(=C2C=3C(=C(C(=C(C3CC2=CC1)N(C1=C(C(=CC=2C3=CC=CC=C3CC12)C)C)C1=C(C=CC=C1)C=1C(=CC=CC1)C1=CC=CC=C1)C1=CC=CC=C1)C1=CC=CC=C1)C1=C(C(=CC=2C3=CC=CC=C3CC12)C1=CC=CC=C1)C1=CC=CC=C1)C1=C(C(=CC=2C3=CC=CC=C3CC12)C)C)C=1C(=CC=CC1)C1=CC=CC=C1